ethyl (R)-4-(2-((((9H-fluoren-9-yl)methoxy)carbonyl) amino)-4-aminobutanamido)-1-methyl-1H-imidazole-2-carboxylate C1=CC=CC=2C3=CC=CC=C3C(C12)COC(=O)N[C@@H](C(=O)NC=1N=C(N(C1)C)C(=O)OCC)CCN